N-acetyl-S-((naphthalen-2-ylmethyl)thio)-L-cysteine C(C)(=O)N[C@@H](CSSCC1=CC2=CC=CC=C2C=C1)C(=O)O